C(C1=CC=CC=C1)OC[C@H]1OS(OC1)(=O)=O (R)-4-((benzyloxy)methyl)-1,3,2-dioxathiolane 2,2-dioxide